N-(3-(5-chloro-2-methoxyphenyl)-1-(2-(cyclopentyl(propyl)amino)-2-oxoethyl)-1H-pyrazol-4-yl)pyrazolo[1,5-a]pyrimidine-3-carboxamide ClC=1C=CC(=C(C1)C1=NN(C=C1NC(=O)C=1C=NN2C1N=CC=C2)CC(=O)N(CCC)C2CCCC2)OC